BrC1=CC=C(C=C1)CN1CCC(CC1)N(C(OC(C)(C)C)=O)C tert-butyl N-[1-[(4-bromophenyl) methyl]-4-piperidinyl]-N-methyl-carbamate